N,N,N',N'',N''',N''''-hexamethylpentaethylenehexamine CN(CCN(CCN(CCN(CCN(CCN)C)C)C)C)C